[11C]-palmitate [11C](CCCCCCCCCCCCCCC)(=O)[O-]